N-(2-pyridinylmethyl)-N'-[2-thiophenylmethyl]-N'-(5,6,7,8-tetrahydro-8-quinolinyl)-1,4-benzenedimethanamine N1=C(C=CC=C1)CNCC1=CC=C(C=C1)CN(C1CCCC=2C=CC=NC12)CC=1SC=CC1